cyclohexyl ((S)-(((2S,3S,4R,5R)-5-(4-amino-2-oxopyrimidin-1(2H)-yl)-2-fluoro-3,4-dihydroxy-4-methyltetrahydrofuran-2-yl)methoxy)(phenoxy)phosphoryl)-L-alaninate NC1=NC(N(C=C1)[C@H]1[C@]([C@@H]([C@@](O1)(F)CO[P@](=O)(OC1=CC=CC=C1)N[C@@H](C)C(=O)OC1CCCCC1)O)(C)O)=O